CC=1C=C(C=CC1C)N1N=C(C=2C=NC=3C=CC=CC3C21)C2=CC(=C(C=C2)O)OC 4-[1-(3,4-dimethylphenyl)pyrazolo[4,3-c]quinolin-3-yl]-2-methoxy-phenol